BrC1=CC(=C(C(=C1)I)NC(=O)C1CCOCC1)C(NC1CC1)=O N-(4-bromo-2-(cyclopropylcarbamoyl)-6-iodophenyl)tetrahydro-2H-pyran-4-carboxamide